FC1=CC=C(C=C1)CNC1=C(C(=NN1C(=O)C1=C(OC=C1)C)C1C(N(CC1)C(CN1CCOCC1)=O)C(F)(F)F)C#N 5-{[(4-fluorophenyl)methyl]amino}-1-(2-methylfuran-3-carbonyl)-3-{1-[2-(morpholin-4-yl)acetyl]-2-(trifluoromethyl)pyrrolidin-3-yl}-1H-pyrazole-4-carbonitrile